7-isopropyl-3-(4-(methylsulfonylaminomethyl)phenyl)-1H-indole-2-carboxylic acid C(C)(C)C=1C=CC=C2C(=C(NC12)C(=O)O)C1=CC=C(C=C1)CNS(=O)(=O)C